binaphthyl-5,5'-disulfonate C1(=CC=CC=2C(=CC=CC12)S(=O)(=O)[O-])C1=CC=CC=2C(=CC=CC12)S(=O)(=O)[O-]